C[C@@H]1CC[C@H](N(C1)C(C(=O)NC=1C=C(C=NC1)C(=O)N)=O)C1=CC(=CC=C1)NC 5-[[2-[(2S,5R)-5-methyl-2-[3-(methylamino)phenyl]-1-piperidyl]-2-oxo-acetyl]amino]pyridine-3-carboxamide